C(C)(C)(C)OC(=O)N1CCN(CC1)[C@H](C(=O)N(C)C1=CC=C2C=C(NC2=C1)C1=NN(C=2CC(CCC12)(C)C)C1OCCCC1)C 4-((2S)-1-((2-(6,6-dimethyl-1-(tetrahydro-2H-pyran-2-yl)-4,5,6,7-tetrahydro-1H-indazol-3-yl)-1H-indol-6-yl)(methyl)amino)-1-oxopropan-2-yl)piperazine-1-carboxylic acid tert-butyl ester